13-heptyl-5-((5Z,8Z,11Z,14Z,17Z)-icosa-5,8,11,14,17-pentaen-1-yl)-15,15-dimethyl-12,14,16-trioxa-5-aza-15-silatetracosan-1-ol C(CCCCCC)C(OCCCCCCN(CCCCO)CCCC\C=C/C\C=C/C\C=C/C\C=C/C\C=C/CC)O[Si](OCCCCCCCC)(C)C